bis(p-butyl-phenyl)-methyl-ethylketone C(CCC)C1=CC=C(C=C1)CC(C)(C1=CC=C(C=C1)CCCC)C(=O)C(CC1=CC=C(C=C1)CCCC)(C1=CC=C(C=C1)CCCC)C